2-(iodoethyl)cyclopropane ICCC1CC1